5-(5-Chloro-2-isopropyl-4-methoxy-benzyl)-N*2*-ethyl-pyrimidine-2,4-diamine ClC=1C(=CC(=C(CC=2C(=NC(=NC2)NCC)N)C1)C(C)C)OC